2-amino-N-(5-(5-chloro-2-methoxyphenyl)-1-neopentyl-1H-pyrazol-4-yl)pyrazolo[1,5-a]pyrimidine-3-carboxamide NC1=NN2C(N=CC=C2)=C1C(=O)NC=1C=NN(C1C1=C(C=CC(=C1)Cl)OC)CC(C)(C)C